FC(C1=NC(=NC(=N1)C(F)(F)F)N1[C@@H](C=2NC3=CC=C(C=C3C2CC1)Cl)C[C@@H]1OC(OC1)=S)(F)F (4S)-4-({(1R)-2-[4,6-bis(trifluoromethyl)-1,3,5-triazin-2-yl]-6-chloro-2,3,4,9-tetrahydro-1H-pyrido[3,4-b]indol-1-yl}methyl)-1,3-dioxolane-2-thione